2-(6-(cyclopropanesulfonylamino) pyrazin-2-yl)-2-fluorobutyrate C1(CC1)S(=O)(=O)NC1=CN=CC(=N1)C(C(=O)[O-])(CC)F